N1(CCC1)CC1(CCCC1)CNC(=O)C1=CC2=C(S1)CCCCCC2 N-[[1-(azetidin-1-ylmethyl)cyclopentyl]methyl]-4,5,6,7,8,9-hexahydrocycloocta[b]thiophene-2-carboxamide